(2S,3R)-2-amino-3-methyl-N-(2-morpholinoethyl)-pentanamide N[C@H](C(=O)NCCN1CCOCC1)[C@@H](CC)C